S1(CCC1)(=O)=O thietane-1,1-dioxide